N-{(1R)-1-[3'-(benzyloxy)-biphenyl-3-yl]-ethyl}-6,7-dimethoxy-2-methylquinazolin-4-amine C(C1=CC=CC=C1)OC=1C=C(C=CC1)C1=CC(=CC=C1)[C@@H](C)NC1=NC(=NC2=CC(=C(C=C12)OC)OC)C